trans-N-{2-fluoro-3-[6-oxo-4-(trifluoromethyl)-1,6-dihydropyrimidin-2-yl]-4-(trifluoromethyl)benzyl}-3-{[2-(trifluoromethyl)benzyl]oxy}cyclobutane-1-carboxamide FC1=C(CNC(=O)[C@@H]2C[C@H](C2)OCC2=C(C=CC=C2)C(F)(F)F)C=CC(=C1C=1NC(C=C(N1)C(F)(F)F)=O)C(F)(F)F